ClC(C(F)(F)F)=C(C(C(C(F)(F)F)(F)F)(F)F)Cl 2,3-dichloro-1,1,1,4,4,5,5,6,6,6-decafluoro-2-hexene